N-dodecyl-N'-[2-(dibutylamino)ethyl]-succinic acid diamide C(CCCCCCCCCCC)NC(CCC(=O)NCCN(CCCC)CCCC)=O